COC=1C=C2CCN(CC2=CC1)C=1C=NC=CC1 6-methoxy-2-(pyridin-3-yl)-3,4-dihydroisoquinoline